2-(2-hydroxyethoxy)-2'-hydroxy-6,6'-diphenyl-1,1'-binaphthyl OCCOC1=C(C2=CC=C(C=C2C=C1)C1=CC=CC=C1)C1=C(C=CC2=CC(=CC=C12)C1=CC=CC=C1)O